dilithium (N1,N3-bis(trimethylsilyl)propane-1,3-diamine) salt C[Si](NCCCN[Si](C)(C)C)(C)C.[Li].[Li]